ClCCC(=O)N1CCC(CC1)NC(OC(C)(C)C)=O tert-butyl (1-(3-chloropropanoyl)piperidin-4-yl)carbamate